C12CN(CC(CC1)N2)C2=CC=C(C=N2)C=2C=1N(C=C(C2)C2=CC(N(C=C2)C)=O)N=CC1C#N 4-(6-(3,8-diazabicyclo[3.2.1]oct-3-yl)pyridin-3-yl)-6-(1-methyl-2-oxo-1,2-dihydropyridin-4-yl)pyrazolo[1,5-a]pyridine-3-carbonitrile